3-[2-(cyclopropylamino)-6-fluoropyridin-3-yl]-1-ethylpyrazole-4-carboxylic acid benzyl ester C(C1=CC=CC=C1)OC(=O)C=1C(=NN(C1)CC)C=1C(=NC(=CC1)F)NC1CC1